tert-butyl 4-(5-bromo-1-{[2-(trimethylsilyl)ethoxy]methyl}pyrazolo[3,4-b]pyridin-3-yl)-3,6-dihydro-2H-pyridine-1-carboxylate BrC=1C=C2C(=NC1)N(N=C2C=2CCN(CC2)C(=O)OC(C)(C)C)COCC[Si](C)(C)C